CC1=CC=C(C=C1)S(=O)(=O)OC1=CC(=C(C(=C1)O)[C@@H]1C=C(CC[C@H]1C(=C)C)C)O 3,5-dihydroxy-4-((1R,6R)-3-methyl-6-(prop-1-en-2-yl)cyclohex-2-enyl)phenyl 4-methylbenzenesulfonate